6-(2,6-dichloro-3,5-dimethoxyphenyl)-8-ethoxy-2-(methylthio)pyrido[3,4-d]pyrimidine ClC1=C(C(=C(C=C1OC)OC)Cl)C1=CC2=C(N=C(N=C2)SC)C(=N1)OCC